6-(3-chloro-2-fluoro-5-(trifluoromethyl)phenoxy)-2-fluoro-3-(trifluoromethyl)benzoic acid ClC=1C(=C(OC2=CC=C(C(=C2C(=O)O)F)C(F)(F)F)C=C(C1)C(F)(F)F)F